2-((3s,4r)-3-aminotetrahydro-2H-pyran-4-yl)-3-bromo-5-chloro-N-(furan-2-ylmethyl)thieno[3,2-b]pyridin-7-amine trifluoroacetate FC(C(=O)O)(F)F.N[C@@H]1COCC[C@H]1C1=C(C2=NC(=CC(=C2S1)NCC=1OC=CC1)Cl)Br